(1S,5R,6R)-2-oxo-3-azabicyclo[3.1.0]hexane-3,6-dicarboxylic acid 3-(tert-butyl) ester 6-ethyl ester C(C)OC(=O)[C@@H]1[C@@H]2CN(C([C@H]12)=O)C(=O)OC(C)(C)C